Cl.BrC1=C(C=CC(=C1)Br)NN 2,4-dibromophenylhydrazine hydrochloride